alpha-Tocopheryl Succinate CC1C(C)=C2C(=C(C)C=1OC(=O)CCC(=O)O)CC[C@@](C)(CCC[C@H](C)CCC[C@H](C)CCCC(C)C)O2